OC1CN(C2(COC2)C1)C(=O)C1=CC=C(C=C1)C1=C(C=CC=C1)C (7-Hydroxy-2-oxa-5-azaspiro[3.4]octan-5-yl)(2'-methyl-[1,1'-biphenyl]-4-yl)methanone